ethyl 2-(2'-chloro-5'-methoxy-6-methyl-[4,4'-bipyridine]-3-carboxamido)imidazo[2,1-b][1,3,4]thiadiazole-6-carboxylate ClC1=NC=C(C(=C1)C1=C(C=NC(=C1)C)C(=O)NC1=NN2C(S1)=NC(=C2)C(=O)OCC)OC